Methyl 6-(3-bromo-2-chloro-4-(trifluoromethyl) phenyl)-3-chloro-5-fluoropicolinate BrC=1C(=C(C=CC1C(F)(F)F)C1=C(C=C(C(=N1)C(=O)OC)Cl)F)Cl